[IH2+].C(CCCCCCCCCCC)N1CC=CC2=CC=CC=C12 1-n-dodecylquinoline iodonium salt